C1(=C(C=CC=C1)C#CC1=NNC2=NC=C(C=C21)C(=O)N2C[C@H](CC2)N(C)C)C2=CC=CC=C2 (S)-(3-([1,1'-biphenyl]-2-ylethynyl)-1H-pyrazolo[3,4-b]pyridin-5-yl)(3-(dimethylamino)pyrrolidin-1-yl)methanone